6-((1s,4s)-4-(3-chloro-5-(trifluoromethyl)pyridin-2-yl)cyclohexyl)-2-thia-6-azaspiro[3.4]octane 2,2-dioxide ClC=1C(=NC=C(C1)C(F)(F)F)C1CCC(CC1)N1CC2(CS(C2)(=O)=O)CC1